C1(CC1)OC1=CC=C(C=N1)C1=C(N=C2N1C(=NC=C2)N)C2=CC=C(C=C2)[N+](=O)[O-] 3-(6-cyclopropoxypyridin-3-yl)-2-(4-nitrophenyl)imidazo[1,2-c]pyrimidin-5-amine